2-Thiocarbonyl-1-(2-(5-(trifluoromethyl)piperidin-2-yl)benzyl)-1,2,3,5-tetrahydro-4H-pyrrolo[3,2-d]pyrimidin-4-one C(=S)=C1NC(C2=C(N1CC1=C(C=CC=C1)C1NCC(CC1)C(F)(F)F)C=CN2)=O